BrC=1C=C(C(=NC1Cl)N=CNO)C N'-(5-bromo-6-chloro-3-methylpyridin-2-yl)-N-hydroxymethanimidamide